C1(CC1)C1=CC=C(C2=CC=CC=C12)N1C(=NC2=C(C1=O)C=CS2)SCC(=O)O ((3-(4-Cyclopropylnaphthalen-1-yl)-4-oxo-3,4-dihydrothieno[2,3-d]pyrimidin-2-yl)thio)acetic acid